O(C1=CC=CC=C1)C1=CC=C(C=C1)NC(=O)C1=CC(=NC=C1)C(=O)OC Methyl 4-((4-phenoxyphenyl)carbamoyl)picolinate